ClC1=C(C=CC=C1)[C@]1(C([C@@H](CCC1)O)=O)NC([O-])=O ((1R,3R)-1-(2-chlorophenyl)-3-hydroxy-2-oxocyclohexyl)carbamate